FC(C=1C=C(SC1)N(NC(=O)OC(C)(C)C)C(=O)OC(C)(C)C)F di-tert-butyl 1-(4-(difluoromethyl)thiophen-2-yl)hydrazine-1,2-dicarboxylate